rac-(2s,4r)-2-methyl-2-phenyl-4-(trifluoromethyl)piperidine C[C@@]1(NCC[C@H](C1)C(F)(F)F)C1=CC=CC=C1 |r|